N-[2-chloro-5-[4-(6-chloro-5-fluoro-indolin-1-yl)-3-cyano-6-quinolyl]-3-pyridyl]methanesulfonamide ClC1=NC=C(C=C1NS(=O)(=O)C)C=1C=C2C(=C(C=NC2=CC1)C#N)N1CCC2=CC(=C(C=C12)Cl)F